trans-4-(dimethylamino)-N-(6-(thiazol-5-yl)isoquinolin-3-yl)cyclohexane-1-carboxamide CN([C@@H]1CC[C@H](CC1)C(=O)NC=1N=CC2=CC=C(C=C2C1)C1=CN=CS1)C